tert-butyl 2-(4-(6-bromo-9H-benzo[d]imidazo[1,2-a]imidazol-2-yl)-3-fluorophenyl)pyrrolidine-1-carboxylate BrC1=CC2=C(NC=3N2C=C(N3)C3=C(C=C(C=C3)C3N(CCC3)C(=O)OC(C)(C)C)F)C=C1